7-bromo-2-methyl-3-oxo-1,2,3,4-tetrahydroquinoxaline-6-carboxylic acid methyl ester COC(=O)C=1C=C2NC(C(NC2=CC1Br)C)=O